O1CCC(CC1)C1=NOC(=N1)C12CCC(CC1)(CC2)CO (4-(3-(tetrahydro-2H-pyran-4-yl)-1,2,4-oxadiazol-5-yl)bicyclo[2.2.2]oct-1-yl)methanol